C(C)(C)(C)OC(=O)C1CCN(CC1)CC1=NC=C(C=C1)Br 1-[(5-Bromo-2-pyridinyl)methyl]piperidine-4-carboxylic acid tert-butyl ester